(5-(6,8-difluoro-2-(((2R,7aS)-2-fluorotetrahydro-1H-pyrrolizin-7a(5H)-yl)methoxy)-5-methoxyquinazolin-4-yl)-5,6,7,8-tetrahydro-4H-pyrazolo[1,5-a][1,4]diazepin-2-yl)methanol FC=1C(=C2C(=NC(=NC2=C(C1)F)OC[C@]12CCCN2C[C@@H](C1)F)N1CC=2N(CCC1)N=C(C2)CO)OC